N-[4-[3-(3,4-Dihydroxyphenyl)prop-2-enoyl]phenyl]-3-hydroxybenzenesulfonamide OC=1C=C(C=CC1O)C=CC(=O)C1=CC=C(C=C1)NS(=O)(=O)C1=CC(=CC=C1)O